6-(1-Methyl-4-(m-tolyl)-1H-imidazol-5-yl)-1H-indazole CN1C=NC(=C1C1=CC=C2C=NNC2=C1)C=1C=C(C=CC1)C